C(CCCCCCCCCCCCCCC)OC([C@@H](N)CCC(=O)OCCCCCCCCCCCCCCCC)=O.FC=1C=C2C(=NC1C(C)=O)OCC2 1-(5-fluoro-2,3-dihydrofuro[2,3-b]pyridin-6-yl)ethanone dihexadecyl-glutamate